ethyl 5-(N-(2-(4-(3-bromothiophene-2-carbonyl) piperazin-1-yl) phenyl)-N-phenethylsulfamoyl)-1,3-dimethyl-1H-indole-2-carboxylate BrC1=C(SC=C1)C(=O)N1CCN(CC1)C1=C(C=CC=C1)N(S(=O)(=O)C=1C=C2C(=C(N(C2=CC1)C)C(=O)OCC)C)CCC1=CC=CC=C1